C1CC2=C(C=C1)OC3=CC=CC=C3C=C2 dihydrodibenzo[b,f]oxepin